undecapropylene glycol dimethacrylate C(C(=C)C)(=O)OC(C)COC(C)COC(C)COC(C)COC(C)COC(C)COC(C)COC(C)COC(C)COC(C)COC(C)COC(C(=C)C)=O